2-chloro-5-(3,5-dichloro-2-pyridinyl)-4-fluoro-thiophenol ClC1=C(C=C(C(=C1)F)C1=NC=C(C=C1Cl)Cl)S